N-[2-(3-hydroxy-3-methylbutyl)-6-methoxypyrazolo[1,5-a]pyridin-5-yl]-6-(trifluoromethyl)pyridine-2-carboxamide OC(CCC1=NN2C(C=C(C(=C2)OC)NC(=O)C2=NC(=CC=C2)C(F)(F)F)=C1)(C)C